FC=1C(=C(C=C(C1)C(C)C)[C@H](C(=O)O)N1C[C@@H](CC1)N([C@@H](C)CCCCC1=NC=2NCCCC2C=C1)C)OC (R)-2-(3-fluoro-5-isopropyl-2-methoxyphenyl)-2-((R)-3-(methyl((S)-6-(5,6,7,8-tetrahydro-1,8-naphthyridin-2-yl)hexan-2-yl)amino)pyrrolidin-1-yl)acetic acid